FC(C1=NC(=NC(=N1)C(F)(F)F)N1[C@H](C=2NC3=CC=C(C=C3C2CC1)N1N=CC=N1)CC1COCOC1)(F)F (1S)-2-[4,6-bis(trifluoromethyl)-1,3,5-triazin-2-yl]-1-[(1,3-dioxan-5-yl)methyl]-6-(2H-1,2,3-triazol-2-yl)-2,3,4,9-tetrahydro-1H-pyrido[3,4-b]indole